9-((tert-butoxycarbonyl)amino)nonanoic acid C(C)(C)(C)OC(=O)NCCCCCCCCC(=O)O